ClC1=NC=C(C(=C1F)N1C(C=C(C=C1C)O)=O)C 2'-chloro-3'-fluoro-4-hydroxy-5',6-dimethyl-[1,4'-bipyridin]-2-one